6-chloro-1,3-benzothiazol-2-amine ClC1=CC2=C(N=C(S2)N)C=C1